[Si](C)(C)(C(C)(C)C)OCC(CC1(CCN(CC1)C(=O)OC(C)(C)C)C(=O)OC)=C 1-(tert-butyl) 4-methyl 4-(2-(((tert-butyldimethylsilyl)oxy)methyl)allyl)piperidine-1,4-dicarboxylate